[Na+].[Na+].[Na+].OC1=CC(=C2C=CC=3C(=CC(=C4C=CC1=C2C34)S(=O)(=O)[O-])S(=O)(=O)[O-])S(=O)(=O)[O-] 1-hydroxypyrene-3,6,8-trisulfonic acid trisodium salt